heptadecan-9-yl 8-((2-hydroxy-6-(1H-pyrrole-3-carboxamido)hexyl)(6-((6-methylnonyl)oxy)-6-oxohexyl)Amino)octanoate OC(CN(CCCCCCCC(=O)OC(CCCCCCCC)CCCCCCCC)CCCCCC(=O)OCCCCCC(CCC)C)CCCCNC(=O)C1=CNC=C1